ClC=1C=C(C=C(C1OCCCCl)Cl)C(C)(C)C1=CC=C(OCC(CNS(=O)(=O)C)=O)C=C1 N-(3-(4-(2-(3,5-dichloro-4-(3-chloropropoxy)phenyl)propan-2-yl)phenoxy)-2-oxopropyl)methanesulfonamide